3-(2,6-dichloro-3,5-dimethoxyphenyl)-2-methyl-7-((2-methyl-6-nitrophenyl)amino)-2,6-naphthyridin-1(2H)-one ClC1=C(C(=C(C=C1OC)OC)Cl)C=1N(C(C2=CC(=NC=C2C1)NC1=C(C=CC=C1[N+](=O)[O-])C)=O)C